C1(=CC=CC=C1)S(=O)(=O)OC1=CC=C(C=C1)NC(=O)NC1=CC=C(C=C1)OS(=O)(=O)C1=CC2=CC=CC=C2C=C1 N-[4-(benzenesulfonyloxy)phenyl]-N'-[4-(2-naphthalenesulfonyloxy)phenyl]urea